2-(tert-butoxycarbonylamino)-4-[2-(oxetan-3-yl)ethyl-[4-(5,6,7,8-tetrahydro-1,8-naphthyridin-2-yl)butyl]amino]butanoic acid C(C)(C)(C)OC(=O)NC(C(=O)O)CCN(CCCCC1=NC=2NCCCC2C=C1)CCC1COC1